(2S)-2-(((perfluorophenoxy)(phenoxy)phosphoryl)amino)propanoic acid-2-ethylbutyl ester C(C)C(COC([C@H](C)NP(=O)(OC1=CC=CC=C1)OC1=C(C(=C(C(=C1F)F)F)F)F)=O)CC